ClC1=CC=C(C=C1)C=CC(=O)C1=CC=C(C=C1)NC(CC(C(=O)O)=C)=O 4-(4-[3-(4-Chlorophenyl)prop-2-enoyl]phenylamino)-2-methylidene-4-oxobutanoic acid